5-[4-(dimethylamino)piperidine-1-carbonyl]-1-(2,2,2-trifluoroethyl)-1H-indol CN(C1CCN(CC1)C(=O)C=1C=C2C=CN(C2=CC1)CC(F)(F)F)C